FC=1C=C(C=CC1F)C(C)NC(=O)C1=NC(=CN=C1NCC1=CC=C(C=C1)C=1C=C2C(=NC1)NN=C2NC)C#N 6-cyano-3-[4-(3-methylamino-1H-pyrazolo[3,4-b]pyridin-5-yl)-benzylamino]-pyrazine-2-carboxylic acid [1-(3,4-difluoro-phenyl)-ethyl]-amide